methyl 2,4-dihydroxy-3-nitrobenzoate OC1=C(C(=O)OC)C=CC(=C1[N+](=O)[O-])O